N-((tetrahydro-2H-pyran-3-yl)methyl)benzamide O1CC(CCC1)CNC(C1=CC=CC=C1)=O